ClC=1C=C(C=CC1Cl)C=1C(=NC(=NC1)NC=1C=NN(C1)C1COC1)NC=1C=C(C=CC1F)NC(C=C)=O N-(3-((5-(3,4-dichlorophenyl)-2-((1-(oxetan-3-yl)-1H-pyrazol-4-yl)amino)pyrimidin-4-yl)amino)-4-fluorophenyl)acrylamide